((2R,3S,4S)-3,4,5-trihydroxytetrahydrofuran-2-yl)methyl 3,6-dichloro-2-methoxybenzoate ClC=1C(=C(C(=O)OC[C@H]2OC([C@H]([C@@H]2O)O)O)C(=CC1)Cl)OC